ClC=1C=C(C=C(C1F)Cl)C1(CC(=NO1)C1=CC(=C(C(=O)NC2=NN=C(N2)SC)C=C1)C)C(F)(F)F 4-(5-(3,5-dichloro-4-fluorophenyl)-5-(trifluoromethyl)-4,5-dihydroisoxazol-3-yl)-2-methyl-N-(5-(methylsulfanyl)-4H-1,2,4-triazol-3-yl)benzamide